dioleic acid phosphate P(=O)(O)(O)O.C(CCCCCCC\C=C/CCCCCCCC)(=O)O.C(CCCCCCC\C=C/CCCCCCCC)(=O)O